N-(1-((5,7-dioxaspiro[2.5]octan-6-yl)methyl)-1H-1,2,3-triazol-4-yl)-5-(cyclopropylethynyl)-2-methylbenzamide C1CC12COC(OC2)CN2N=NC(=C2)NC(C2=C(C=CC(=C2)C#CC2CC2)C)=O